OC1=C(C=C(C=C1C(C1=CC=CC=C1)(C)C)C(CC(C)(C)C)(C)C)N1N=C2C(=N1)C=CC=C2 2-[2'-hydroxy-3'-(α,α-dimethylbenzyl)-5'-(1,1,3,3-tetra-methylbutyl)-phenyl]benzotriazole